N-[5-(2-chloro-5-cyanophenyl)-1-trityl-1H-indazol-3-yl]-1-pentylpiperidine-4-carboxamide ClC1=C(C=C(C=C1)C#N)C=1C=C2C(=NN(C2=CC1)C(C1=CC=CC=C1)(C1=CC=CC=C1)C1=CC=CC=C1)NC(=O)C1CCN(CC1)CCCCC